4-(6-chloro-8-fluoro-2-((hexahydro-indolizin-8a(1H)-yl)methoxy)-4-(piperazin-1-yl)quinazolin-7-yl)benzo[d]thiazol-2-amine ClC=1C=C2C(=NC(=NC2=C(C1C1=CC=CC2=C1N=C(S2)N)F)OCC21CCCCN1CCC2)N2CCNCC2